C1(CC1)C1=CC=2N=CNC(C2C=N1)=O 7-cyclopropyl-3H-pyrido[4,3-d]pyrimidin-4-one